C1(CCCCC1)C1(C=2C(=NC(=N1)NC1=C(C=C(C=C1)N1CCOCC1)OC)NNC2C2=CN=CO2)N 4-cyclohexyl-N6-(2-methoxy-4-morpholinophenyl)-3-(oxazol-5-yl)-1H-pyrazolo[3,4-d]pyrimidine-4,6-diamine